2,6-bis-(4-trifluoromethoxyphenyl)-4-phenylpyridine FC(OC1=CC=C(C=C1)C1=NC(=CC(=C1)C1=CC=CC=C1)C1=CC=C(C=C1)OC(F)(F)F)(F)F